BrC(C(=O)NC(COC1=C(C=CC=C1C)C)C)(C)C 2-bromo-N-(1-(2,6-dimethylphenoxy)propan-2-yl)-2-methylpropanamide